3-(chloromethyl)-5-fluoro-1H-indole-1-carboxylic acid tert-butyl ester C(C)(C)(C)OC(=O)N1C=C(C2=CC(=CC=C12)F)CCl